isopropyl ((((2S,3R,4R,5R)-5-(6-amino-2-fluoro-9H-purin-9-yl)-3,4-dihydroxytetrahydrofuran-2-yl)methoxy)(hydroxy)phosphoryl)-D-alaninate NC1=C2N=CN(C2=NC(=N1)F)[C@H]1[C@@H]([C@H]([C@@H](O1)COP(=O)(O)N[C@H](C)C(=O)OC(C)C)O)O